NC1=CC(=NC(=C1)C(F)(F)F)C(C)=O 1-[4-amino-6-(trifluoromethyl)-2-pyridinyl]ethanone